1-((S)-1-phenylethyl)-1H-1,2,4-triazole-3-carboxamide C1(=CC=CC=C1)[C@H](C)N1N=C(N=C1)C(=O)N